trifluoromethanesulfonic acid 6-cyano-1-methyl-3-nitro-2-oxo-1,2-dihydro-1,5-naphthyridin-4-yl ester C(#N)C=1N=C2C(=C(C(N(C2=CC1)C)=O)[N+](=O)[O-])OS(=O)(=O)C(F)(F)F